C(C)(C)(C)OC(=O)N1C2=CC=CC(=C2C=2C(=CC=CC12)Br)Br 4,5-dibromocarbazole-9-carboxylic acid tert-butyl ester